C1(=CC=CC=C1)COC(=O)N[C@H](C(=O)O)CCC(C)C (S)-2-(((phenylmethyloxy)carbonyl)amino)-5-methylhexanoic acid